CC1(C=CC=C2NC3=C4C(C=CC3=C12)=C1C=CC=CC1=C4)C 7,7-dimethylindenocarbazole